Ethyl 2-(azetidin-3-yl)acetate trifluoroacetate FC(C(=O)O)(F)F.N1CC(C1)CC(=O)OCC